2-((1R,5S,6r)-3-oxabicyclo[3.1.0]hexan-6-yl)-8-isopropyl-N4-(piperidin-4-yl)pyrazolo[1,5-a][1,3,5]triazine-2,4-diamine [C@@H]12COC[C@H]2C1C1(NC=2N(C(=N1)NC1CCNCC1)N=CC2C(C)C)N